(Z)-methyl 3-(((4-(N-methyl-2-(4-methylpiperazin-1-yl)acetamido)phenyl)amino)(phenyl)methylene)-2-oxo-2,3-dihydro-1H-pyrrolo[3,2-c]pyridine-6-carboxylate CN(C(CN1CCN(CC1)C)=O)C1=CC=C(C=C1)N\C(=C\1/C(NC2=C1C=NC(=C2)C(=O)OC)=O)\C2=CC=CC=C2